ClC1=CC=C(C=C1)C1=NN2C(N=CC(=C2)C(=O)C2=C(C=CC(=C2)[N+](=O)[O-])O)=C1C(C)C (2-(4-chlorophenyl)-3-isopropylpyrazolo[1,5-a]pyrimidin-6-yl)(2-hydroxy-5-nitrophenyl)methanone